5-pentyl-2(3H)-furanone C(CCCC)C1=CCC(O1)=O